3-amino-1,8-naphthyridine NC=1C=NC2=NC=CC=C2C1